bis(hydroxyethyl)ethanol OCCC(C)(O)CCO